3-butenyl pentynoate C(C#CCC)(=O)OCCC=C